[Br-].[Br-].C(C)[SiH](CC)[Zr+2](C1(C(=C(C=C1)C)C)C)C1(C(=C(C=C1)C)C)C diethylsilyl-bis(trimethylcyclopentadienyl)zirconium dibromide